(5-(Oxetan-3-yl)-4,5,6,7-tetrahydro-1H-pyrazolo[4,3-c]pyridin-3-yl)(4-(2-(trifluoromethyl)phenyl)piperidin-1-yl)methanone O1CC(C1)N1CC2=C(CC1)NN=C2C(=O)N2CCC(CC2)C2=C(C=CC=C2)C(F)(F)F